Dibromo-Perylene BrC1=C(C=2C=3C=CC=C4C=CC=C(C5=CC=CC(=C1)C52)C43)Br